Br.N[C@@H](CC(N)=O)C(=O)OCC1=CC=C(C=C1)[N+](=O)[O-] 4-nitrobenzyl L-asparaginate hydrobromide